N4-Benzoyl-3-benzoyl-2'-deoxycytidine C(C1=CC=CC=C1)(=O)N=C1N(C(N([C@H]2C[C@H](O)[C@@H](CO)O2)C=C1)=O)C(C1=CC=CC=C1)=O